N-E-CBZlysine t-butyl ester C(C)(C)(C)OC([C@@H](NC(=O)OCC1=CC=CC=C1)CCCCN)=O